3-hexyl-nonanoic acid ethyl ester C(C)OC(CC(CCCCCC)CCCCCC)=O